2-(4-(4-amino-3-methyl-3H-pyrazolo[3,4-c]quinolin-7-yl)-1-methyl-1H-pyrazol-5-yl)-3-fluoro-1-naphthalonitrile NC1=NC=2C=C(C=CC2C2=C1N(N=C2)C)C=2C=NN(C2C2=C(C1=CC=CC=C1C=C2F)C#N)C